CC1=CC=C(C=C1)S(=O)(=O)N 4-methyl-benzenesulfonamide